NC1=NC=CC2=C1N(C(N2C2CN(CCC2)C(=O)C(C#N)=CC2=CC[S@](C=C2)=O)=O)C2=CC=C(C=C2)OC2=CC=CC=C2 (R)-2-(3-(4-amino-2-oxo-3-(4-phenoxyphenyl)-2,3-dihydro-1H-imidazo[4,5-c]pyridin-1-yl)piperidine-1-carbonyl)-3-(1-oxo-2H-thiopyran-4-yl)acrylonitrile